C(C)(C)(C)OC1CN(C1)C(=O)NCC1=C(C=C(C=C1)C1=NC(=NC=C1)NC=1C=NN(C1)C1CN(C1)C)C(F)(F)F 3-(tert-butoxy)-N-(4-(2-((1-(1-methylazetidin-3-yl)-1H-pyrazol-4-yl)amino)pyrimidin-4-yl)-2-(trifluoromethyl)benzyl)azetidine-1-carboxamide